2,4-difluoro-dinitrobenzene FC1=C(C=C(C(=C1)F)[N+](=O)[O-])[N+](=O)[O-]